[OH-].[Li+].FC1(C=CN=CC=C1)F 4,4-difluoroazepine Lithium hydroxide